CN1N=NC(=C1C1=CN=C(O1)C)C1=CC=C(O[C@@H]2C[C@H](CCC2)C(=O)O)C=C1 |r| (+/-)-(1S,3S)-3-(4-(1-methyl-5-(2-methyl-oxazol-5-yl)-1H-1,2,3-triazol-4-yl)phenoxy)cyclohexane-1-carboxylic acid